Bis(dimethylamino)chlorophosphine CN(C)P(Cl)N(C)C